FC(OCC1(CC1)N(C(=O)C=1C=NN2C1CN(C(C2)C)C(=O)C=2NC1=CC=CC=C1C2)C)F N-{1-[(difluoromethoxy)methyl]cyclopropyl}-5-(1H-indole-2-carbonyl)-N,6-dimethyl-4H,5H,6H,7H-pyrazolo[1,5-a]pyrazine-3-carboxamide